benzyl cis-3-(3,3-difluoroazetidin-1-yl)cyclobutane-1-carboxylate FC1(CN(C1)[C@H]1C[C@H](C1)C(=O)OCC1=CC=CC=C1)F